ClC=1C(=C(CNC([C@@H]2N(CCC2)C(=O)[C@@H]2CN(CCC2)S(=O)(=O)N2CC(C2)C#N)=O)C=CC1)C N-(3-chloro-2-methylbenzyl)-1-(((3S)-1-((3-cyano-1-azetidinyl)sulfonyl)-3-piperidinyl)carbonyl)-D-prolinamide